Methyl (6-(((2-methoxy-6-((1-methylpiperidin-4-yl)methoxy)pyridin-3-yl)methyl)amino)isoquinolin-1-yl)carbamate COC1=NC(=CC=C1CNC=1C=C2C=CN=C(C2=CC1)NC(OC)=O)OCC1CCN(CC1)C